BrC=1C=CC(=NC1)[C@@H]1[C@H](C1)C(=O)[O-].C1(=CC=CC=C1)[C@H](C)[NH3+] (S)-1-phenylethylammonium (1S,2S)-2-(5-bromo-pyridin-2-yl)-cyclopropanecarboxylate